methyl (S)-5-(4-bromo-2-methoxyphenyl)-5-(((R)-tert-butylsulfinyl) amino)-3-oxopentanoate BrC1=CC(=C(C=C1)[C@H](CC(CC(=O)OC)=O)N[S@](=O)C(C)(C)C)OC